sodium diethylsuccinate C(C)OC(CCC(=O)OCC)=O.[Na]